C(#N)C=1C=C(C=CC1)C=1N=C(SC1C1=CC(=NC(=C1)C)C)NC(=O)N1CCC(CC1)C1=NOC=N1 N-[4-(3-cyanophenyl)-5-(2,6-dimethyl-4-pyridinyl)thiazol-2-yl]-4-(1,2,4-oxadiazol-3-yl)piperidine-1-carboxamide